C(=C)N1N=CC=C1 N-vinyl-pyrazole